1,3,5-tri-pivaloyl-2,4,6-tri-aminobenzoic acid C(C(C)(C)C)(=O)C1(C(=O)O)C(C(=C(C(=C1N)C(C(C)(C)C)=O)N)C(C(C)(C)C)=O)N